4-cyano-indane-2-carboxylate C(#N)C1=C2CC(CC2=CC=C1)C(=O)[O-]